C(=O)O.FC1=C(C=C(C(=C1)N[C@@H]1[C@H](C[C@H](CC1)C1=CC(=CC=C1)C(F)(F)F)N1CCCC1)O)S(=O)(=O)NC1=NC=NC=C1 2-Fluoro-5-hydroxy-N-(pyrimidin-4-yl)-4-(((1S,2S,4S)-2-(pyrrolidin-1-yl)-4-(3-(trifluoromethyl)-phenyl)cyclohexyl)amino)benzenesulfonamide Formate